N1N=CC2=CC(=CC=C12)C=1C=NC=2N(C=3C=CC(=CC3OC2C1)C=1C=C2C=NNC2=CC1)CCCCCN1CC2COCC(C1)C2 6,12-bis-(1H-indazol-5-yl)-2-(5-{3-oxa-7-azabicyclo[3.3.1]nonan-7-yl}pentyl)-9-oxa-2,4-diazatricyclo[8.4.0.0^{3,8}]tetradeca-1(10),3(8),4,6,11,13-hexaene